N-(4-acetoxy-1-naphthyl)maleimide C(C)(=O)OC1=CC=C(C2=CC=CC=C12)N1C(C=CC1=O)=O